COC(CC1=C(C=CC(=C1)Cl)SCC1=CC=CC=C1)=O [2-(benzylsulfanyl)-5-chlorophenyl]acetic acid methyl ester